1-dodecyl-dimethyl-ethoxysilane C(CCCCCCCCCCC)C(C)O[SiH](C)C